6-(4'-azido-2'-nitrobenzoylamino)hexanoic acid sulfosuccinimidyl ester S(=O)(=O)(O)C1C(=O)N(C(C1)=O)OC(CCCCCNC(C1=C(C=C(C=C1)N=[N+]=[N-])[N+](=O)[O-])=O)=O